N1-(2-methoxy-4-methylbenzyl)-N2-(2-(4-methylpyridin-2-yl)ethyl)oxalamide COC1=C(CNC(C(=O)NCCC2=NC=CC(=C2)C)=O)C=CC(=C1)C